1-(4-(3-amino-1H-indazol-5-yl)pyridin-2-yl)-3-(pyridin-4-ylmethyl)urea NC1=NNC2=CC=C(C=C12)C1=CC(=NC=C1)NC(=O)NCC1=CC=NC=C1